2-hydroxyhexahydro-1H-isoindole-1,3(2H)-dione ON1C(C2CCCCC2C1=O)=O